[Cl-].ClC1=C(C[Zn+])C(=CC=C1)F (2-chloro-6-fluorobenzyl)zinc (II) chloride